NC1=CC=C2C=CN(C(C2=C1)=O)C1=NC(=CC=C1)C1=NN=CN1C(C)C 7-amino-2-(6-(4-isopropyl-4H-1,2,4-triazol-3-yl)pyridin-2-yl)isoquinolin-1(2H)-one